2-allyl-1-(6-(2-hydroxy-prop-2-yl)pyridin-2-yl)-6-(methylsulfinyl)-1,2-dihydro-3H-pyrazolo[3,4-d]pyrimidin-3-one C(C=C)N1N(C2=NC(=NC=C2C1=O)S(=O)C)C1=NC(=CC=C1)C(C)(C)O